2-(2'-((2-(1H-1,2,4-triazol-1-yl)ethyl)amino)-4'-(phenylamino)-[1,1'-biphenyl]-2-yl)ethan-1-ol N1(N=CN=C1)CCNC1=C(C=CC(=C1)NC1=CC=CC=C1)C1=C(C=CC=C1)CCO